(S)-N-(5-hydroxy-1,2,3,4-tetrahydronaphthalen-2-yl)-5-(3-hydroxy-2-methyl-4-oxopyridin-1(4H)-yl)-N-propylvaleramide OC1=C2CC[C@@H](CC2=CC=C1)N(C(CCCCN1C(=C(C(C=C1)=O)O)C)=O)CCC